IC1C(N(CC2(CC2)C1)CC1=CC=C(C=C1)OCC(C)C)=O 7-iodo-5-[[4-(2-methylpropyloxy)phenyl]methyl]-5-azaspiro[2.5]octan-6-one